5-(3-isopropyl-5-(piperidin-4-yl)-1H-indol-2-yl)-1-methyl-[3,3'-bipyridine]-2(1H)-one C(C)(C)C1=C(NC2=CC=C(C=C12)C1CCNCC1)C=1C=C(C(N(C1)C)=O)C=1C=NC=CC1